NC1=NN=C(S1)OCCN1C(C2=CC=CC=C2C1=O)=O 2-((5-amino-1,3,4-thiadiazol-2-yloxy)ethyl)isoindoline-1,3-dione